ClC1=CC=C(C=C1)C=1OC(=NN1)C(OCC)OCC 2-(4-chlorophenyl)-5-(diethoxymethyl)-1,3,4-oxadiazole